(R)-4-Chloro-N-(1-ethylpiperidin-3-yl)-5,6,7,8-tetrahydrophthalazin-1-amine ClC1=NN=C(C=2CCCCC12)N[C@H]1CN(CCC1)CC